FC1=C(C(=CC=C1F)F)B(O)O 2,3,6-trifluoro-phenylboronic acid